COC1=CC=C(C=C1)CSC1=NC=CC(=C1C(=O)OCC)C Ethyl 2-{[(4-methoxyphenyl)methyl]sulfanyl}-4-methylpyridine-3-carboxylate